7-vinyl-7-deaza-2'-deoxyguanosine C(=C)C1=CN([C@H]2C[C@H](O)[C@@H](CO)O2)C=2N=C(NC(C12)=O)N